3-(3-(1-cyano-1-(2-(2-fluoro-5-((6-fluoro-4-(2,2,2-trifluoroethyl)-1H-indol-5-yl)oxy)phenyl)-1H-imidazol-4-yl)ethyl)phenyl)propanoic acid C(#N)C(C)(C=1N=C(NC1)C1=C(C=CC(=C1)OC=1C(=C2C=CNC2=CC1F)CC(F)(F)F)F)C=1C=C(C=CC1)CCC(=O)O